GLYCYLDEHYDROALANINE NCC(=O)NC(=C)C(=O)O